9-aza-bicyclo[3.3.1]nonane C12CCCC(CCC1)N2